(2-cyano-7-phenylisoindolin-5-yl)nicotinamide C(#N)N1CC2=C(C=C(C=C2C1)C1=C(C(=O)N)C=CC=N1)C1=CC=CC=C1